C(C)(=O)NC1=C(C=C(C=C1)C1=CC=C(C=N1)C(=O)N(CC=1C(=NC=CC1)C)C)C#N 6-(4-acetamido-3-cyano-phenyl)-N-methyl-N-[(2-methyl-3-pyridyl)methyl]pyridine-3-carboxamide